CC1C(CN(C1)C(=O)OC(C)(C)C)C(=O)OCC 1-tert-butyl 3-ethyl (±)-4-methylpyrrolidine-1,3-dicarboxylate